5-amino-2-[(5-fluoro-2-pyridinyl)methyl]-8-(2-methoxy-6-methyl-4-pyridinyl)-7-phenyl-[1,2,4]triazolo[4,3-c]pyrimidin-3-one NC1=NC(=C(C=2N1C(N(N2)CC2=NC=C(C=C2)F)=O)C2=CC(=NC(=C2)C)OC)C2=CC=CC=C2